3-{10-Methoxy-7-thia-2,5-diazatricyclo[6.4.0.02,6]dodeca-1(12),3,5,8,10-pentaene-4-amido}pyridin-1-ium-1-olate COC=1C=C2SC3=NC(=CN3C2=CC1)C(=O)NC=1C=[N+](C=CC1)[O-]